N-(3-chloro-1H-pyrazol-4-yl)acetamide ClC1=NNC=C1NC(C)=O